CN1C(N(CC1)CC1CCN(CC1)C1=NC=NC=2NC3=CC(=CC=C3C21)N2CCNCC2)=O 1-methyl-3-((1-(7-(piperazin-1-yl)-9H-pyrimido[4,5-b]indol-4-yl)piperidin-4-yl)methyl)imidazolidin-2-one